ethyl 3-methyl-4-oxooctenoate CC(=CC(=O)OCC)C(CCCC)=O